NC1=C2N=CN(C2=NC=N1)C[C@@H](C)OCP(=O)(NC(C(=O)O[C@@H]1CC[C@H](CC1)C1=CC=CC=C1)(C)C)NC(C(=O)O[C@@H]1CC[C@H](CC1)C1=CC=CC=C1)(C)C Bis(trans-4-phenylcyclohexyl) 2,2'-((((((R)-1-(6-amino-9H-purin-9-yl)propan-2-yl)oxy)methyl)phosphoryl)bis(azanediyl))bis(2-methylpropanoate)